2-(4-(methylsulfonyl)phenoxy)-5-nitropyridine CS(=O)(=O)C1=CC=C(OC2=NC=C(C=C2)[N+](=O)[O-])C=C1